tert-butyl-(S)-5-amino-3,3-difluoropiperidine C(C)(C)(C)N1CC(C[C@@H](C1)N)(F)F